CN(C[C@@H](COC1=CC=C(C=C1)C1=CC=C(C=C1)/C=C/[C@@H](CO)N1C(=NC=C1)[C@H](C)O)O)C (S,E)-4-(4'-((S)-3-(dimethylamino)-2-hydroxypropoxy)-[1,1'-biphenyl]-4-yl)-2-(2-((S)-1-hydroxyethyl)-1H-imidazol-1-yl)but-3-en-1-ol